(3,3,3-trifluoro-2,2-dimethyl-propyl) carbonochloridate C(OCC(C(F)(F)F)(C)C)(=O)Cl